propionyloxyhexyltriethoxysilane C(CC)(=O)OCCCCCC[Si](OCC)(OCC)OCC